F[C@@H]1CN(C[C@H]1NC=1N=NC(=C2C1N=CC=C2)C2=CC=C(C=C2)C(F)(F)F)C(C=C)=O 1-((3R,4R)-3-fluoro-4-((5-(4-(trifluoromethyl)phenyl)pyrido[2,3-d]pyridazin-8-yl)amino)pyrrolidin-1-yl)prop-2-en-1-one